BrC=1C=2N(C=C(C1)C)C=C(N2)C(=O)N2C[C@@H]([C@H](CC2)N2CC1=CC=CC=C1CC2)O (8-bromo-6-methylimidazo[1,2-a]pyridin-2-yl)[(3S,4S)-4-(3,4-dihydroisoquinolin-2(1H)-yl)-3-hydroxypiperidin-1-yl]methanone